myristoyl-2-stearoyl-sn-glycero-3-phosphocholine C(CCCCCCCCCCCCC)(=O)C(OP(OC[C@@H](CO)OC(CCCCCCCCCCCCCCCCC)=O)(=O)[O-])C[N+](C)(C)C